C(C1=CC=CC=C1)[C@H]1N(CC[C@@H]1C)C1=NC(=CC(N1)=O)N1CCOCC1 2-((2R,3S)-2-benzyl-3-methylpyrrolidin-1-yl)-6-morpholinopyrimidin-4(3H)-one